tert-butyliminotris(diethylamino)niobium C(C)(C)(C)N=[Nb](N(CC)CC)(N(CC)CC)N(CC)CC